3-[3-(1,3-dioxolan-2-yl)-4-[(4-ethoxyphenyl)methoxy]phenyl]propanoic acid O1C(OCC1)C=1C=C(C=CC1OCC1=CC=C(C=C1)OCC)CCC(=O)O